(2-((2-((4-(7-amino-2-azaspiro[3.5]nonan-2-yl)-3-chlorophenyl)amino)-5-chloropyrimidin-4-yl)amino)phenyl)dimethylphosphine oxide NC1CCC2(CN(C2)C2=C(C=C(C=C2)NC2=NC=C(C(=N2)NC2=C(C=CC=C2)P(C)(C)=O)Cl)Cl)CC1